N-methyl-N-cyclopropylsulfonamide CN(S(=O)=O)C1CC1